N(=[N+]=[N-])C(CO)C(C(C(COCC1=CC=CC=C1)O)OCC1=CC=CC=C1)OCC1=CC=CC=C1 2-azido-3,4,6-tris(benzyloxy)hexane-1,5-diol